2-(((tetrahydro-2H-pyran-2-yl)oxy)ethyl)-1,3,2-dioxaborolane O1C(CCCC1)OCCB1OCCO1